(2E)-4-(tert-butylamino)but-2-enoic acid C(C)(C)(C)NC/C=C/C(=O)O